(2R,3S,4S)-4-hydroxy-2-[(4-methoxyphenyl)methyl]pyrrolidin-3-yl N-[2-(3-aminoazetidin-1-yl)ethyl]carbamate NC1CN(C1)CCNC(O[C@H]1[C@H](NC[C@@H]1O)CC1=CC=C(C=C1)OC)=O